ClC=1C(=C(NC=2C3=C(N=CN2)C=NC(=N3)N3CCN(C2(CC2)C3)C(=O)OC(C)(C)C)C=CC1OCC1CC1)F tert-butyl 7-[4-[3-chloro-4-(cyclopropylmethoxy)-2-fluoro-anilino]pyrimido[5,4-d]pyrimidin-6-yl]-4,7-diazaspiro[2.5]octane-4-carboxylate